lauramidopropyl-dihydroxypropylamine C(CCCCCCCCCCC)(=O)NCCCNCCC(O)O